2-propyl-2H-benzene C(CC)C1CC=CC=C1